ClC1=CC=C(C=C1)C1=NN2C(CN([C@@H](C2)C)C(\C=C\CN(C)C)=O)=C1C1=CC=NC=C1 (2E)-1-[(6R)-2-(4-chlorophenyl)-6-methyl-3-(pyridin-4-yl)-6,7-dihydropyrazolo[1,5-a]pyrazin-5(4H)-yl]-4-(dimethylamino)but-2-en-1-one